ethyl 7-((4-(trifluoromethyl)benzyl)oxy)chromane-2-carboxylate FC(C1=CC=C(COC2=CC=C3CCC(OC3=C2)C(=O)OCC)C=C1)(F)F